5-((2S,3R,4S,5R)-3,4-dihydroxy-5-(hydroxymethyl)tetrahydrofuran-2-yl)-1-(2-methoxyethyl)pyrimidine-2,4(1H,3H)-dione O[C@H]1[C@@H](O[C@@H]([C@H]1O)CO)C=1C(NC(N(C1)CCOC)=O)=O